OCCOCCOCCC(=O)OC(C)(C)C tert-butyl 9-hydroxy-4,7-dioxanonanoate